FC1(CNC[C@@H](O1)C1=CC(=NC=C1)C)F |r| (S and R)-2,2-difluoro-6-(2-methylpyridin-4-yl)morpholine